2-methyl-9-(4,4,5,5-tetramethyl-1,3,2-dioxaborolan-2-yl)-1,2,3,4-tetrahydropyrazino[1,2-b]indazole CN1CC=2N(N=C3C=CC(=CC23)B2OC(C(O2)(C)C)(C)C)CC1